ClC1=C2C=C(NC2=CC=C1Cl)C(=O)N1C[C@@H](CC1)NC (R)-(4,5-dichloro-1H-indol-2-yl)(3-(methylamino)pyrrolidin-1-yl)methanone